(2-oxo-2-phenylethyl)benzamide O=C(CC1=C(C(=O)N)C=CC=C1)C1=CC=CC=C1